2-amino-3-methyl-N-((3aR,5R,7aR)-octahydro-1H-inden-5-yl)-N-((5-(trifluoromethyl)-2-pyridinyl)methyl)-6-quinolinecarboxamide NC1=NC2=CC=C(C=C2C=C1C)C(=O)N(CC1=NC=C(C=C1)C(F)(F)F)[C@H]1C[C@H]2CCC[C@@H]2CC1